FC1=CC(=C2CN(C(C2=C1)=O)C1C(NC(CC1)=O)=O)C1CCN(CC1)CCCCCCCOC1=C(C=CC(=C1)N1C(C2=CC=CC=C2C1)=O)OC 3-(6-Fluoro-4-(1-(7-(2-methoxy-5-(1-oxoisoindolin-2-yl)phenoxy)heptyl)piperidin-4-yl)-1-oxoisoindolin-2-yl)piperidine-2,6-dione